OC1=CC=C(C=2C(C3=CC=CC=C3C(C12)=O)=O)NC1=CC=C(C=C1)C 1-hydroxy-4-p-tolylaminoanthraquinone